3-Bromopropyloxirane BrCCCC1OC1